6-chloro-3-(((R)-1-(2-cyano-7-methyl-3-((1R,5S,6S)-6-(trifluoromethyl)-3-azabicyclo[3.1.0]hexan-3-yl)quinoxalin-5-yl)ethyl)amino)picolinic acid ClC1=CC=C(C(=N1)C(=O)O)N[C@H](C)C1=C2N=C(C(=NC2=CC(=C1)C)C#N)N1C[C@H]2C([C@H]2C1)C(F)(F)F